O=C1NC(CCC1N1C(C2=CC=C(C=C2C1)CNC(=O)C1=CC(=NN1)C1=CC=CC=C1)=O)=O N-((2-(2,6-dioxopiperidin-3-yl)-1-oxoisoindolin-5-yl)methyl)-3-phenyl-1H-pyrazole-5-carboxamid